(E)-1-phenylbut-1-en C1(=CC=CC=C1)\C=C\CC